[N-](S(=O)(=O)C(F)(F)F)S(=O)(=O)C(F)(F)F.ON1C(=[N+](C=C1)O)C 1,3-Dihydroxy-2-methylimidazolium bis(trifluoromethylsulfonyl)imide